C1(=CC=CC=C1)C1N(C(OC1([2H])[2H])=O)C(\C=C\C1=C(C=CC=C1)C(F)(F)F)=O (E)-4-phenyl-3-(3-(2-trifluoromethylphenyl)acryloyl)oxazolidine-2-one-5,5-d2